tris(2-(diphenylphosphinyl)-4,5-dimethoxyphenyl)phosphine C1(=CC=CC=C1)P(=O)(C1=C(C=C(C(=C1)OC)OC)P(C1=C(C=C(C(=C1)OC)OC)P(=O)(C1=CC=CC=C1)C1=CC=CC=C1)C1=C(C=C(C(=C1)OC)OC)P(=O)(C1=CC=CC=C1)C1=CC=CC=C1)C1=CC=CC=C1